FC1(CC2(C(NC3=CC=C(C=C23)CC2=C(C=C(C=C2C)N2N=C(C(NC2=O)=O)NC([O-])=O)C)=O)C1)F [2-(4-{3,3-difluoro-2'-oxo-1'H-spiro[cyclobutane-1,3'-indol]-5'-ylmethyl}-3,5-dimethylphenyl)-3,5-dioxo-4H-1,2,4-triazin-6-yl]carbamate